C(C1=CC=CC=C1)OC1=C(C=C(C(=C1)C(=O)OCC)OCC1=CC=CC=C1)CN(C(C)=O)CC1=C(C=C(C(=C1)OCC1=CC=CC=C1)C(=O)OCC)OCC1=CC=CC=C1 N,N-bis-[2,5-dibenzyloxy-4-ethoxycarbonylphenylmethyl]acetamide